C=CC(=O)C1=CC=C2N1CCC2 The molecule is a member of the class of pyrrolizines that is 2,3-dihydro-1H-pyrrolizine carrying an acryloyl substituent at position 5. It has a role as a mouse metabolite and a rat metabolite. It is a member of pyrrolizines, an enone and an aromatic ketone.